N-benzyl-1'-((4-(difluoromethyl)phenyl)sulfonyl)spiro[cyclohexane-1,3'-indoline]-4-carboxamide C(C1=CC=CC=C1)NC(=O)C1CCC2(CN(C3=CC=CC=C23)S(=O)(=O)C2=CC=C(C=C2)C(F)F)CC1